FC(CN1C(=NC2=C1C=C(C=C2)C=2C=CN1N=C(N=C(C12)OC)NC1CCC(CC1)(O)C)C)F (1r,4r)-4-((5-(1-(2,2-difluoroethyl)-2-methyl-1H-benzo[d]imidazol-6-yl)-4-methoxypyrrolo[2,1-f][1,2,4]triazin-2-yl)amino)-1-methylcyclohexan-1-ol